(R)-(3-aminopiperidin-1-yl)(4-(5-(trifluoromethyl)pyrimidin-2-yl)piperazin-1-yl)methanone N[C@H]1CN(CCC1)C(=O)N1CCN(CC1)C1=NC=C(C=N1)C(F)(F)F